O1C(CCCC1)N1N=CC(=C1)C1=CC=C(C2=C1N=CS2)C2=CN=C(N=N2)NC2C[C@@H]1CCC[C@H](C2)N1C(=O)OC(C)(C)C tert-butyl (1S,5R)-3-[[6-[4-(1-tetrahydropyran-2-ylpyrazol-4-yl)-1,3-benzothiazol-7-yl]-1,2,4-triazin-3-yl]amino]-9-azabicyclo[3.3.1]nonane-9-carboxylate